1-methyl-2,3-dioxo-4-(1-(4-(trifluoromethoxy)benzyl)piperidin-4-yl)-1,2,3,4-tetrahydropyrido[2,3-b]pyrazine-7-carboxylic acid CN1C2=C(N(C(C1=O)=O)C1CCN(CC1)CC1=CC=C(C=C1)OC(F)(F)F)N=CC(=C2)C(=O)O